FC1=CC=C(C=C1)NC(=O)C=1C(CN(CC1O)C(=O)OC(C)(C)C)=O tert-butyl 4-((4-fluorophenyl) carbamoyl)-5-hydroxy-3-oxo-3,6-dihydropyridine-1(2H)-carboxylate